(S)-4-(2-(4-(5-chloro-2-(4-chloro-1H-1,2,3-triazol-1-yl)phenyl)-6-oxopyrimidin-1(6H)-yl)-3-phenylpropionamido)benzoic acid ClC=1C=CC(=C(C1)C=1N=CN(C(C1)=O)[C@H](C(=O)NC1=CC=C(C(=O)O)C=C1)CC1=CC=CC=C1)N1N=NC(=C1)Cl